3-(dibenzylamino)oxetane-3-carbonitrile C(C1=CC=CC=C1)N(C1(COC1)C#N)CC1=CC=CC=C1